(3-fluoro-1-(4-methoxy-3-methylphenyl)-3-methylbutyl)-1h-pyrazole FC(CC(C1=CC(=C(C=C1)OC)C)N1N=CC=C1)(C)C